ClC1=C(C=CC(=C1)F)C1=CC(OC2=CC(=CC=C12)O[C@@H](C(=O)N1CCNCC1)C)=O (2R)-4-[(2R)-2-[4-(2-Chloro-4-fluorophenyl)-2-oxo-chromen-7-yl]oxypropanoyl]piperazin